tetrabutylammonium tert-butyl-{2-[({[(2S,5R)-7-oxo-6-(sulfooxy)-1,6-diazabicyclo[3.2.1]oct-2-yl]carbonyl}amino)oxy]ethyl}propan-2-ylcarbamate C(C)(C)(C)OC(N(C(C)C)CCONC(=O)[C@H]1N2C(N([C@H](CC1)C2)OS(=O)(=O)O)=O)=O.C(CCC)[N+](CCCC)(CCCC)CCCC